1-(1-acryloylpyrrolidin-3-yl)-N-(pyridin-2-yl)-3-(4-(trifluoro-methyl)phenyl)-1H-indazole-7-carboxamide C(C=C)(=O)N1CC(CC1)N1N=C(C2=CC=CC(=C12)C(=O)NC1=NC=CC=C1)C1=CC=C(C=C1)C(F)(F)F